FC1=CC=C(C=C1)NC=1C=C(C=NC1)C1=CC2=C(NC(O2)=O)C=C1 6-(5-((4-fluorophenyl)amino)pyridin-3-yl)benzo[d]oxazol-2(3H)-one